2-methyl-4-((1-(3-(pentafluorosulfanyl)phenyl)ethyl)amino)pyrido[4,3-d]pyrimidine CC=1N=C(C2=C(N1)C=CN=C2)NC(C)C2=CC(=CC=C2)S(F)(F)(F)(F)F